(1-phenethylpiperidin-4-yl)benzamide C(CC1=CC=CC=C1)N1CCC(CC1)C1=C(C(=O)N)C=CC=C1